3,3'-Dimethyl-4-methoxy-benzophenon CC=1C=C(C(=O)C2=CC(=CC=C2)C)C=CC1OC